(3-(Fluoromethyl)-4-methylpiperazin-1-yl)-N-(3-phenylpropyl)-1H-benzo[d]imidazole-1-carboxamide FCC1CN(CCN1C)C1=NC2=C(N1C(=O)NCCCC1=CC=CC=C1)C=CC=C2